C(C1=CC=CC=C1)OC1=C(C=CC=C1)N=C=O (Benzyloxy)phenyl isocyanate